1,3,5-tris[3-(dimethylamino)propyl]hexahydro-1,3,5-triazine tert-butyl-7-formyl-2-azaspiro[3.5]nonane-2-carboxylate C(C)(C)(C)OC(=O)N1CC2(C1)CCC(CC2)C=O.CN(CCCN2CN(CN(C2)CCCN(C)C)CCCN(C)C)C